2-(2-phenyl-2H-1,2,3-triazol-4-yl)-N-(piperidin-4-yl)-N-(propan-2-yl)-1,3-thiazole-4-carboxamide C1(=CC=CC=C1)N1N=CC(=N1)C=1SC=C(N1)C(=O)N(C(C)C)C1CCNCC1